C(C)(C)(C)N1N=NN=C1[C@H](NC1=CC=C(C=C1)C(F)(F)F)C1=CC=C(C=C1)Cl (R)-N-((1-(tert-butyl)-1H-tetrazol-5-yl)(4-chlorophenyl)methyl)-4-(trifluoromethyl)aniline